ClC1=C(C=CC=C1)CC(=O)NC1=CC(=C(C=C1)N1C=NC(=C1)C1CC1)S(NCC1=C(C=C(C=C1)OC)OC)(=O)=O (2-chlorophenyl)-N-{4-(4-cyclopropyl-1H-imidazol-1-yl)-3-[(2,4-dimethoxy-benzyl)sulfamoyl]phenyl}acetamide